CC(CN)CCCCCCN 2-methyl-1,8-octylenediamine